(1r,3r)-3-((5-(imidazo[1,2-a]pyridin-6-yl)-4-methoxy-7H-pyrrolo[2,3-d]pyrimidin-2-yl)amino)-N,N,1-trimethylcyclobutane-1-carboxamide N=1C=CN2C1C=CC(=C2)C2=CNC=1N=C(N=C(C12)OC)NC1CC(C1)(C(=O)N(C)C)C